CC1=NN(N=C1C)C(C(CC#N)=O)(C)C 4-(4,5-dimethyl-2H-1,2,3-triazol-2-yl)-4-methyl-3-oxopentanonitrile